6-methoxy-1-(3,4,5-trimethoxyphenyl)-3,4-dihydronaphthalen-2(1H)-one COC=1C=C2CCC(C(C2=CC1)C1=CC(=C(C(=C1)OC)OC)OC)=O